8-(4,4-difluorocyclohexyl)-2-(difluoromethyl)-3-methyl-6-[(2S)-2-(1-methylpyrazol-4-yl)morpholino]pyrimido[5,4-d]pyrimidin-4-one FC1(CCC(CC1)C1=NC(=NC2=C1N=C(N(C2=O)C)C(F)F)N2C[C@@H](OCC2)C=2C=NN(C2)C)F